C(C)OC(CCP(=O)(OC)OC1=CC(=CC(=C1C1=C(C=CC(=C1)C)C(=C)C)OP(=O)(OC)CCC(=O)OCC)CCCCC)=O ethyl 3-(((6-(((3-ethoxy-3-oxopropyl)(methoxy)phosphoryl)oxy)-5'-methyl-4-pentyl-2'-(prop-1-en-2-yl)-[1,1'-biphenyl]-2-yl)oxy)(methoxy)phosphoryl)propanoate